C(C)C=1N=C2N(C=CC(=N2)C(F)(F)F)C1C(=O)C1=CC=C(C=C1)OC (2-ethyl-7-(trifluoromethyl)imidazo[1,2-a]pyrimidin-3-yl)(4-methoxyphenyl)-methanone